C(=O)(O)C1=C(C(=C(O1)CCC(=O)[O-])CCC)C carboxy-methyl-propyl-furanpropanoate